C1(CC1)OC1=NC=NC(=C1C1=CNC2=NC(=CC=C21)NC(=O)NCCCN(C)C)OC 1-[3-(4-cyclopropoxy-6-methoxypyrimidin-5-yl)-1H-pyrrolo[2,3-b]pyridin-6-yl]-3-[3-(dimethylamino)propyl]urea